ethyl 1-methyl-6-(phenylsulfonyl)-4,5,6,7-tetrahydro-1H-pyrrolo[2,3-c]pyridine-2-carboxylate CN1C(=CC2=C1CN(CC2)S(=O)(=O)C2=CC=CC=C2)C(=O)OCC